N-((2,6-Diisopropylphenyl)carbamoyl)-morpholin-4-sulfonamid C(C)(C)C1=C(C(=CC=C1)C(C)C)NC(=O)NS(=O)(=O)N1CCOCC1